C(C)(C)OC1=C(C=CC=C1)[C@@H]1CN(CCN1)CC=1C=NC(=CC1)OC (R)-3-(2-isopropoxyphenyl)-1-((6-methoxypyridin-3-yl)methyl)piperazine